C(CCCCC)CC(=O)[O-].C(CCCCC)CC(=O)[O-].[Ba+2] barium di(2-hexyl acetate)